FC1=CC=C(C=C1)N1N=CC2=CC(=CC=C12)N1[C@@H]([C@H](C(C1=O)(C)C)NC(=O)C1=CN=C(O1)C)C1=CC=CC=C1 N-((2R,3S)-1-(1-(4-fluorophenyl)-1H-indazol-5-yl)-4,4-dimethyl-5-oxo-2-phenylpyrrolidin-3-yl)-2-methyl-oxazole-5-carboxamide